2-(1-(piperidin-4-yl)-1H-pyrazol-4-yl)-1H-pyrrole N1CCC(CC1)N1N=CC(=C1)C=1NC=CC1